[As](Cl)(Cl)Cl arsenous trichloride